(2R,3R,4S,5R)-3-(3,4-difluoro-2-methoxyphenyl)-4-ethoxy-5-methyl-5-(trifluoromethyl)tetrahydrofuran-2-carbamic acid methyl ester COC(N[C@@H]1O[C@]([C@H]([C@H]1C1=C(C(=C(C=C1)F)F)OC)OCC)(C(F)(F)F)C)=O